rac-(3R,4R)-4-{[5-(2,4-difluoro-phenyl)-isoxazole-3-carbonyl]-amino}-3-methyl-piperidine-1,3-dicarboxylic acid 1-tert-butyl ester C(C)(C)(C)OC(=O)N1C[C@]([C@@H](CC1)NC(=O)C1=NOC(=C1)C1=C(C=C(C=C1)F)F)(C(=O)O)C |r|